dimethyl(benzofuran-3-yl)phosphine oxide CP(C1=COC2=C1C=CC=C2)(C)=O